5-formyl-2-methyl-1H-pyrrole-3-carboxylic acid methyl ester COC(=O)C1=C(NC(=C1)C=O)C